ClCC(=O)N1CCCC2=CC(=CC=C12)OCC(=O)Cl 2-((1-(2-chloroacetyl)-1,2,3,4-tetrahydroquinolin-6-yl)oxy)acetyl chloride